C1(CC1)C1=NC=NC(=C1C1=NC=C(C(=N1)SC)C(=C)C(F)(F)F)OC 2-(4-cyclopropyl-6-methoxy-pyrimidin-5-yl)-4-methylsulfanyl-5-[1-(trifluoromethyl)vinyl]pyrimidine